Benzyl tert-butyl ((1R,3R)-cyclopent-4-ene-1,3-diyl)dicarbamate [C@H]1(C[C@H](C=C1)NC(OC(C)(C)C)=O)NC(OCC1=CC=CC=C1)=O